5-hydroxy-2-(4-methoxyphenyl)-4-oxo-4H-chromene OC1=C2C(C=C(OC2=CC=C1)C1=CC=C(C=C1)OC)=O